5-chloro-N-((1r,4r)-4-((3-(4-cyano-6-((2-methoxyethyl)amino)pyridin-3-yl)-2-oxo-2,3-dihydro-1H-benzo[d]imidazol-1-yl)methyl)cyclohexyl)-2-methylnicotinamide ClC=1C=NC(=C(C(=O)NC2CCC(CC2)CN2C(N(C3=C2C=CC=C3)C=3C=NC(=CC3C#N)NCCOC)=O)C1)C